COC(=O)C1=[N+](C=CC(=C1C)C(F)(F)F)[O-] 2-(Methoxycarbonyl)-3-methyl-4-(trifluoromethyl)pyridine-1-oxide